C3-acetyl-N-methyl-alanine C(C)(=O)C[C@H](NC)C(=O)O